BrCC1=CC(=NC(=C1)OC)OC(C)C 4-(bromomethyl)-2-isopropoxy-6-methoxypyridine